C1(=CC=CC=C1)P(O)(O)=O.OC1=CC=C(C=C1)C(C)(C)C1=CC=C(C=C1)O bisphenol-A phenylphosphonate